(1S,6R,8aR)-6-(8-chloroimidazo[1,5-a]pyrazin-3-yl)-1-(trifluoromethyl)hexahydroindolizin-3(2H)-one ClC=1C=2N(C=CN1)C(=NC2)[C@H]2CN1C(C[C@@H]([C@H]1CC2)C(F)(F)F)=O